5-bromo-1-((2-(trimethylsilyl)ethoxy)methyl)-1H-imidazole-2-carboxylic acid ethyl ester C(C)OC(=O)C=1N(C(=CN1)Br)COCC[Si](C)(C)C